Lithium beryllium trifluoride [F-].[F-].[F-].[Be+2].[Li+]